ClC=1C(=C(C=CC1F)[C@@H]1[C@@H](O[C@@](C1)(C(F)(F)F)C)C(=O)NC1=CC(=NC=C1)C(=O)N)OC 4-((2R,3R,5S)-3-(3-chloro-4-fluoro-2-methoxyphenyl)-5-methyl-5-(trifluoromethyl)tetrahydrofuran-2-carboxamido)picolinamide